ClC=1C=CC(=NC1)C1CN(C1)C(=O)OC(C)(C)C tert-Butyl 3-(5-chloropyridin-2-yl)azetidine-1-carboxylate